NC=1C=C(C(=NC1Cl)C1=NC(=NC(=N1)NC(C)C1CC1)NC(C)C1CC1)F 6-(5-amino-6-chloro-3-fluoropyridin-2-yl)-N2,N4-bis(1-cyclopropylethyl)-1,3,5-triazine-2,4-diamine